FC=1C=C(C=C(C1F)F)NC(OC1=CC=CC=C1)=O phenyl N-(3,4,5-trifluorophenyl)carbamate